NC1=NC(=C(C(=N1)C)CC=1C=C(C(=O)OC)C=CC1OC)N[C@H](CCSC)CCCC methyl (S)-3-((2-amino-4-methyl-6-((1-(methylthio) heptan-3-yl)amino)-pyrimidin-5-yl)methyl)-4-methoxybenzoate